ClC=1N=CC=2CCC\C(\C2C1)=N/O (E)-3-chloro-7,8-dihydroisoquinolin-5(6H)-one oxime